2,5-dimethoxyphenylvinylene COC1=C(C=C(C=C1)OC)C#C